C1(=CC=CC2=CC=CC=C12)OC(=O)C1C2C=CC(C1)C2 5-(1-naphthoxycarbonyl)-bicyclo[2.2.1]hept-2-ene